NC=1N(C(C=2C=CC(=NC2C1C(=O)OCC)C1=NC=CC(=C1)C)=O)C1=C(C(=CC=C1C)OC)C ethyl 7-amino-6-(3-methoxy-2,6-dimethylphenyl)-2-(4-methylpyridin-2-yl)-5-oxo-5,6-dihydro-1,6-naphthyridine-8-carboxylate